N,N-diethyl-2-[methyl-(2-methylpropoxy)phosphoryl]sulfanyl-ethanamine C(C)N(CCSP(=O)(OCC(C)C)C)CC